NC1=NC=2C=C(C=CC2C2=C1N=C(N2CC(C)(C)O)COCC)CC2=CC=C(C=C2)CC(=O)N 2-(4-((4-amino-2-(ethoxymethyl)-1-(2-hydroxy-2-methylpropyl)-1H-imidazo[4,5-c]quinolin-7-yl)methyl)phenyl)acetamide